1-(4-((3-amino-5-((S)-4-amino-2-oxa-8-azaspiro[4.5]decan-8-yl)pyrazin-2-yl)thio)-3-fluoro-3-methylindolin-1-yl)ethanone NC=1C(=NC=C(N1)N1CCC2([C@@H](COC2)N)CC1)SC1=C2C(CN(C2=CC=C1)C(C)=O)(C)F